C1N(CC12CCOCC2)CC(=O)NC=2C=C(C(=NC2)C)C=2N1C(SC2Br)=C(C=N1)C(=O)N (5-(2-(7-oxa-2-azaspiro[3.5]nonan-2-yl)acetamido)-2-methylpyridin-3-yl)-2-bromopyrazolo[5,1-b]thiazole-7-carboxamide